methyl 1H-benzotriazolecarboxylate N1N=NC2=C1C=CC=C2C(=O)OC